ClC1=C2CCC(C2=CC(=C1)OC)=O 4-chloro-6-methoxy-2,3-dihydroinden-1-one